Cl.N[C@H](C(=O)NCCOCCOCCC(NCCOCCOCCCCCCCl)=O)C(C)(C)C (S)-2-amino-N-(22-chloro-9-oxo-3,6,13,16-tetraoxa-10-azadocosyl)-3,3-dimethylbutanamide hydrochloride